NC=1N=C2N(C=C(C=C2)C2=C(C3=C(NC=N3)C=C2)C)C1C(=O)[C@H]1[C@H](C1)F (2-amino-6-(4-methyl-1H-benzo[d]imidazol-5-yl)imidazo[1,2-a]pyridin-3-yl)((1s,2s)-2-fluorocyclopropyl)methanone